8-[(2S,SR)-4-{[2-fluoro-4-(trifluoromethoxy)phenyl]methyl}-2,5-dimethylpiperazin-1-yl]-5-methyl-6-oxo-5,6-dihydro-1,5-naphthyridine-2-carbonitrile FC1=C(C=CC(=C1)OC(F)(F)F)CN1C[C@@H](N(C[C@@H]1C)C1=CC(N(C=2C=CC(=NC12)C#N)C)=O)C |&1:18|